N1N=CC=2C(=NC=CC21)COC2=NN=C(S2)NC(C2=CN=C(C=C2C2=C(C=CC=C2)OC)C)=O N-(5-((1H-pyrazolo(4,3-c)pyridin-4-yl)methoxy)-1,3,4-thiadiazol-2-yl)-4-(2-methoxyphenyl)-6-methylnicotinamide